IC1=CN=C2SC(=NN21)N2C[C@@H](O[C@@H](C2)C)C (2S,6R)-4-(5-iodoimidazo[2,1-b][1,3,4]thiadiazol-2-yl)-2,6-dimethylmorpholine